4-Amino-1-[(1'R,3'S,4'R)-3'-benzyloxy-4'-(benzyloxymethyl)-cyclopentyl]-1H-[1,3,5]triazin-2-one NC1=NC(N(C=N1)C1CC(C(C1)COCC1=CC=CC=C1)OCC1=CC=CC=C1)=O